α-(4-fluorophenyl)-α-[(trimethylsilyl)methyl]-1H-1,2,4-triazole-1-ethanol FC1=CC=C(C=C1)C(CN1N=CN=C1)(O)C[Si](C)(C)C